FC(C=1N=CN2C1C=NCC2)(F)F 1-(trifluoromethyl)-5,6-dihydroimidazo[1,5-a]pyrazin